2-chloro-N-[(3S)-pyrrolidin-3-yl]-4-[[3-[3-(trifluoromethyl)-1H-pyrazol-4-yl]imidazo[1,2-a]pyrazin-8-yl]amino]benzamide ClC1=C(C(=O)N[C@@H]2CNCC2)C=CC(=C1)NC=1C=2N(C=CN1)C(=CN2)C=2C(=NNC2)C(F)(F)F